6-(4-(((5-(dimethylamino)-2-fluorophenyl)amino)methyl)-2-(6-methylpyridin-2-yl)-1H-imidazol-1-yl)imidazo[1,2-a]pyridine-3-carboxamide CN(C=1C=CC(=C(C1)NCC=1N=C(N(C1)C=1C=CC=2N(C1)C(=CN2)C(=O)N)C2=NC(=CC=C2)C)F)C